S(=O)(O)O.C#CC propyne sulfite